6-Ethyl-5-(5-fluoro-2-(6-morpholinopyridin-3-yl)phenyl)pyridin-2-amine C(C)C1=C(C=CC(=N1)N)C1=C(C=CC(=C1)F)C=1C=NC(=CC1)N1CCOCC1